N=1NC(N2C1N=CC=C2)=O [1,2,4]triazolo[4,3-a]pyrimidin-3(2H)-one